ClC1=CC(=C(C=C1)N1C[C@H]2CC[C@@H](C1)N2)F (1R,5S)-3-(4-chloro-2-fluorophenyl)-3,8-diazabicyclo[3.2.1]octan